C[C@H](CC1C2(C3=CC=CC=C3C1)CCC(CC2)C(=O)O)COC2=CC=NC=1CCC[C@H](C21)C 2'-[(2R)-2-methyl-3-{[(5R)-5-methyl-5,6,7,8-tetrahydroquinolin-4-yl]oxy}propyl]-2',3'-dihydrospiro[cyclohexane-1,1'-indene]-4-carboxylic acid